2-(3,4-difluorophenoxy)-N-(3-{[5-(pyridin-3-yl)pyrazin-2-yl]amino}bicyclo[1.1.1]pent-1-yl)acetamide FC=1C=C(OCC(=O)NC23CC(C2)(C3)NC3=NC=C(N=C3)C=3C=NC=CC3)C=CC1F